(1-(2,6-Dimethoxyphenyl)-2-(6-ethoxypyridin-2-yl)-1H-imidazo[4,5-b]pyrazin-6-yl)tetrahydro-2H-pyran-4-sulfonamide COC1=C(C(=CC=C1)OC)N1C(=NC=2C1=NC(=CN2)C2OCCC(C2)S(=O)(=O)N)C2=NC(=CC=C2)OCC